ClC=1N=CC=C2C1OC1=C2C=CC=2C(CCC(C21)(C)C)(C)C 10-chloro-1,1,4,4-tetramethyl-1,2,3,4-tetrahydronaphtho[2',1':4,5]furo[2,3-c]pyridine